(3S,4S)-1-(4-((R)-3-(3-dodecylureido)piperidine-1-carbonyl)benzoyl)-N3,N4-bis((1S,2R)-2-phenylcyclopropyl)pyrrolidine-3,4-dicarboxamide C(CCCCCCCCCCC)NC(N[C@H]1CN(CCC1)C(=O)C1=CC=C(C(=O)N2C[C@H]([C@@H](C2)C(=O)N[C@@H]2[C@H](C2)C2=CC=CC=C2)C(=O)N[C@@H]2[C@H](C2)C2=CC=CC=C2)C=C1)=O